P(=O)(O)(O)O[C@H]1[C@H]([C@@](O[C@@H]1CO)(N1C(=O)NC(=O)C=C1)C)OC 2'-O-methyl-methyluridine-3'-phosphate